S1C=NC2=C1C=C(C=C2)\C=C\2/N=C(NC2=O)NC21CC3(CC(CC(C2)C3)C1)OC(C(C)(C)C)=O 2,2-Dimethylpropanoic acid [3-[[(4Z)-4-(1,3-benzothiazol-6-ylmethylene)-5-oxo-1H-imidazol-2-yl] amino]-1-adamantyl] ester